5-methyl-1,2,3,4-tetrahydroisoquinolin CC1=C2CCNCC2=CC=C1